N[C@H]1CS(C2=C(N(C1=O)CC1=CC=C(C=C1)OC(C(F)F)(F)F)C=C(C=C2)C=2OC(=NN2)C21CNCC(C2)C1)(=O)=O (3R)-3-amino-7-[5-(3-azabicyclo[3.1.1]heptan-1-yl)-1,3,4-oxadiazol-2-yl]-1,1-dioxo-5-[[4-(1,1,2,2-tetrafluoroethoxy)phenyl]methyl]-2,3-dihydro-1λ6,5-benzothiazepin-4-one